FC1CCNCCC1 4-fluoro-azepan